(E)-2-cyano-4,4-dimethylpent-2-enoate C(#N)/C(/C(=O)[O-])=C\C(C)(C)C